C1CCC12CCN(CC2)CC=2C=CC=1N(C2)C=C(N1)CN1C(C2=CN=CC(=C2C=C1)N1CC2(C1)CCOCC2)=O 2-((6-((7-azaspiro[3.5]nonan-7-yl)methyl)imidazo[1,2-a]pyridin-2-yl)methyl)-5-(7-oxa-2-azaspiro[3.5]nonan-2-yl)-2,7-naphthyridin-1(2H)-one